cyclohexylbenzothiazol-2-sulfenamide C1(CCCCC1)C1=CC=CC2=C1N=C(S2)SN